2-(thiophen-3-yl)ethyl (S)-(2-(dimethylamino)-3-(4-hydroxyphenyl)propyl)carbamate CN([C@H](CNC(OCCC1=CSC=C1)=O)CC1=CC=C(C=C1)O)C